ClC=1C=C(C(=C(C=NC=2C=C(C(=O)O)C=CC2)C1)OC(C(C)C)=O)OC(C1=CN=CC=C1)=O 3-(5-chloro-2-(isobutyryloxy)-3-(nicotinoyl-oxy)benzylideneamino)-benzoic acid